(3-(1-(2-(4-methyl-2-oxo-1,2-dihydroquinolin-6-yl)acetyl)piperidin-4-yl)-1-(methylamino)-1-oxopropan-2-yl)picolinamide CC1=CC(NC2=CC=C(C=C12)CC(=O)N1CCC(CC1)CC(C(=O)NC)C=1C(=NC=CC1)C(=O)N)=O